N-Boc-hydroxypyrrolidine-2-boronic acid C(=O)(OC(C)(C)C)N1C(CCC1)(B(O)O)O